Cl.N(N)C1=CC=C(C=N1)C#N 6-hydrazinopyridine-3-carbonitrile hydrochloride